6-chloro-7-(2-fluorophenyl)-4-((2S)-2-methyl-4-(2-propenoyl)-1-piperazinyl)-2-oxopyrido[2,3-d]pyrimidin ClC1=CC2=C(NC(N=C2N2[C@H](CN(CC2)C(C=C)=O)C)=O)N=C1C1=C(C=CC=C1)F